α-iduronate O[C@@H]1[C@@H](O)[C@H](O)[C@@H](O)[C@H](O1)C(=O)[O-]